ICCCOC(=O)C1=C(C(=O)O)C=CC=C1 2-((3-iodopropoxy)carbonyl)benzoic acid